FC(C1=NOC(=C1)CCO)F 2-(3-(difluoromethyl)isoxazol-5-yl)ethan-1-ol